C([C@@H]1[C@@H]([C@@H]([C@H](C(O1)O)N)O)O)O.Cl D-(+)-galactosamine hydrochloride